OCC1(COC1)CNC(N)=S 3-((3-(hydroxymethyl)oxetan-3-yl)methyl)thiourea